C(CCC)S(=O)(=O)NC1=C(C=C(C=C1)C1=C2C(=NC(=C1)NC(=O)C1CC1)NC=C2)F N-(4-(4-(butylsulfonylamino)-3-fluorophenyl)-1H-pyrrolo[2,3-b]pyridin-6-yl)cyclopropylcarboxamide